3-((2-((2-(difluoromethoxy)-4-(4-isopropylpiperazin-1-yl)phenyl)amino)-5-methylpyrimidin-4-yl)amino)thiophene-2-carboxamide FC(OC1=C(C=CC(=C1)N1CCN(CC1)C(C)C)NC1=NC=C(C(=N1)NC1=C(SC=C1)C(=O)N)C)F